CO[C@@H](CN(CCC(C(=O)O)NC1=NC(=NC=C1)C1=CC=CC=C1)CCCCC1=NC=2NCCCC2C=C1)C 4-(((R)-2-methoxypropyl)(4-(5,6,7,8-tetrahydro-1,8-naphthyridin-2-yl)butyl)amino)-2-((2-phenylpyrimidin-4-yl)amino)butanoic acid